5-fluoro-8-(4-fluorophenyl)-9-(1,3-diazaspiro[4.5]decane-2,4-dione-3-yl)-8,9-dihydro-2H-pyrido[4,3,2-de]phthalazin-3(7H)-one FC=1C=C2C=3C(=NNC(C3C1)=O)C(C(N2)C2=CC=C(C=C2)F)N2C(NC1(C2=O)CCCCC1)=O